bromo-1'-oxo-2',3'-dihydro-1'H-spiro[cyclopropane-1,4'-isoquinoline]-2-formic acid BrN1C(C2=CC=CC=C2C2(C1)C(C2)C(=O)O)=O